CC1(C(N(C(N1)=O)C1=CC=C(C=C1)C1(CC1)C(F)(F)F)=O)C 5,5-dimethyl-3-(4-(1-(trifluoromethyl)cyclopropyl)phenyl)imidazolidine-2,4-dione